ClC1=C(C(=O)NCC(F)F)C=CC(=C1)NC1CN(C1)C1CCN(CC1)C([C@@](C(F)(F)F)(C1=CC=CC=C1)O)=O (R)-2-chloro-N-(2,2-difluoroethyl)-4-((1-(1-(3,3,3-trifluoro-2-hydroxy-2-phenylpropanoyl)piperidin-4-yl)azetidin-3-yl)amino)benzamide